ClC1=C(C(=NN1)C)NC(C1=C(C=C(C(=C1)F)C1=NN(C(=C1)C(C)(C)O)C1CC1)O[C@H](C(F)(F)F)C)=O (S)-N-(5-chloro-3-methyl-1H-pyrazol-4-yl)-4-(1-cyclopropyl-5-(2-hydroxypropan-2-yl)-1H-pyrazol-3-yl)-5-fluoro-2-((1,1,1-trifluoropropan-2-yl)oxy)benzamide